C(C)(C)(C)OC(=O)NC1(CCN(CC1)C=1C(=NC(=C(N1)C)C1=C(C(=NC=C1)OC)Cl)C(=O)OCC)C Ethyl 3-(4-((tert-Butoxycarbonyl) amino)-4-methylpiperidin-1-yl)-6-(3-chloro-2-methoxypyridin-4-yl)-5-methylpyrazine-2-carboxylate